12-(((benzyloxy)carbonyl)-amino)dodecanoic acid C(C1=CC=CC=C1)OC(=O)NCCCCCCCCCCCC(=O)O